2-[(1-aminocyclopropyl)methyl]-3-bromo-5-chloro-N-(thiophen-2-ylmethyl)furo[3,2-b]pyridin-7-amine NC1(CC1)CC1=C(C2=NC(=CC(=C2O1)NCC=1SC=CC1)Cl)Br